COC=1C=CC(=C2CCC(C12)=O)CC=O (7-methoxy-1-oxo-2,3-dihydro-1H-inden-4-yl)acetaldehyde